Methyl (1S,4r)-4-((((2S,3S)-4-bromo-5-chloro-6-fluoro-3-methyl-2-phenyl-2,3-dihydrobenzofuran-2-yl)methyl)amino)cyclohexane-1-carboxylate BrC1=C(C(=CC2=C1[C@@H]([C@](O2)(C2=CC=CC=C2)CNC2CCC(CC2)C(=O)OC)C)F)Cl